5,7-difluoro-3-oxo-3,4-dihydrospiro[benzo[b][1,4]oxazine-2,3'-pyrrolidine]-5'-carboxamide FC1=CC(=CC=2OC3(CNC(C3)C(=O)N)C(NC21)=O)F